(R)-4-(5-(2-cyanoethyl)-1,3,4-thiadiazol-2-yl)-2-fluoro-N-(3-methylthieno[3,2-c]pyridin-4-yl)-N-(piperidin-3-yl)benzamide C(#N)CCC1=NN=C(S1)C1=CC(=C(C(=O)N([C@H]2CNCCC2)C2=NC=CC3=C2C(=CS3)C)C=C1)F